ClC=1C=C(C=CC1Cl)C(CN(C)C)NS(=O)(=O)C1=CC=C(C=C1)OC N-[1-(3,4-dichlorophenyl)-2-(dimethylamino)ethyl]-4-methoxy-benzenesulfonamide